3-N-[(1R,2S)-2-fluorocyclopropyl]-7-(methylamino)-5-{[2-oxo-1-(piperidin-4-yl)pyridin-3-yl]amino}pyrazolo[1,5-a]pyrimidine-3-carboxamide Trifluoroacetate FC(C(=O)O)(F)F.F[C@@H]1[C@@H](C1)NC(=O)C=1C=NN2C1N=C(C=C2NC)NC=2C(N(C=CC2)C2CCNCC2)=O